(R)-4-ethyl-6-fluoro-N-(8-fluoro-6-oxo-1,4,5,6-tetrahydro-2H-pyrano[3,4-c]isoquinolin-1-yl)-N-methyl-1H-indole-2-carboxamide C(C)C1=C2C=C(NC2=CC(=C1)F)C(=O)N(C)[C@H]1COCC=2NC(C=3C=C(C=CC3C21)F)=O